3,4-dihydro-6-benzyl-3-thioxo-1,2,4-triazin-5(2H)-one C(C1=CC=CC=C1)C=1C(NC(NN1)=S)=O